O1COC2=C1C=CC(=C2)N(C(C2=CC(=CC=C2)N2N=C(C(=C2[C@@H](C2=CC=CC=C2)O)Cl)C)=O)C N-(1,3-benzodioxol-5-yl)-3-[4-chloro-5-[(R)-hydroxy(phenyl)methyl]-3-methyl-pyrazol-1-yl]-N-methyl-benzamide